N-(3-(6-amino-5-(2-(methylamino)ethoxy)pyrimidin-4-yl)-5-fluoro-2-methylphenyl)-7-fluoro-2,2-dimethyl-2,3-dihydrobenzofuran-6-carboxamide NC1=C(C(=NC=N1)C=1C(=C(C=C(C1)F)NC(=O)C1=C(C2=C(CC(O2)(C)C)C=C1)F)C)OCCNC